(1s,4s)-4-(6-((4-(methylsulfonyl)phenyl)amino)-1H-pyrazolo[3,4-d]pyrimidin-1-yl)cyclohexan-1-ol CS(=O)(=O)C1=CC=C(C=C1)NC1=NC=C2C(=N1)N(N=C2)C2CCC(CC2)O